NC1(CC[C@]12CN(CC2)C(=O)OC(C)(C)C)C tert-butyl (4S)-3-amino-3-methyl-6-azaspiro[3.4]octane-6-carboxylate